(S)-N6-(3-amino-5-chlorophenyl)-9-isopropyl-N2-(pyrrolidin-3-yl)-9H-purine-2,6-diamine NC=1C=C(C=C(C1)Cl)NC1=C2N=CN(C2=NC(=N1)N[C@@H]1CNCC1)C(C)C